2-(4-((7-chloro-1-methyl-1H-indazol-4-yl)oxy)phenyl)-6-vinylpyrimidine-4-carboxamide ClC=1C=CC(=C2C=NN(C12)C)OC1=CC=C(C=C1)C1=NC(=CC(=N1)C(=O)N)C=C